C(C1=CC=CC=C1)OC=1C=CC2=C(C(=C(O2)C)C(=O)N2CCC(CC2)NC(OC(C)(C)C)=O)C1 tert-butyl (1-(5-(benzyloxy)-2-methylbenzofuran-3-carbonyl)piperidin-4-yl)carbamate